C(C)(C)(C)N(C(O)=O)CCCCCCCC(=O)NC=1C=C2C(N(C(C2=CC1)=O)C1C(NC(CC1)=O)=O)=O.C[Si]1(O[Si](O[Si](O1)(C=C)C)(C=C)C)C=C TRIMETHYLTRIETHENYL-CYCLOTRISILOXANE tert-butyl-(8-((2-(2,6-dioxopiperidin-3-yl)-1,3-dioxoisoindolin-5-yl)amino)-8-oxooctyl)carbamate